1-isocyanato-3,5-dimethylcyclohexane N(=C=O)C1CC(CC(C1)C)C